C1(=CC=CC=C1)C12C3C4C5(C(C14)C2C53)C(=O)OC methyl 4-phenylcubane-1-carboxylate